[K].CN(CC(C)(C)N1N=C(C=C1)S(=O)(=O)NC(CC1=C(C=C(C=C1C1=CC=NC=C1)F)C(C)C)=O)C N-((1-(1-(Dimethylamino)-2-methylpropan-2-yl)-1H-pyrazol-3-yl)sulfonyl)-2-(4-fluoro-2-isopropyl-6-(pyridin-4-yl)phenyl)acetamide, potassium salt